1-isopropyl-3-(4-(isopropylamino)-1-oxoisoindolin-2-yl)piperidine-2,6-dione C(C)(C)N1C(C(CCC1=O)N1C(C2=CC=CC(=C2C1)NC(C)C)=O)=O